NC1=NC=CC2=C1N=C(N=C2C)C=2C=C(C=CC2)C#C[C@]2(C(N(CC2)C([2H])([2H])[2H])=O)O (R)-3-((3-(8-Amino-4-methylpyrido[3,4-d]pyrimidin-2-yl)phenyl)ethynyl)-3-hydroxy-1-(methyl-d3)pyrrolidin-2-one